N-[2-(5H-[1,3]dioxolo[4,5-f]indol-7-yl)ethyl]-N-propan-2-ylpropan-2-amine O1COC=2C1=CC=1C(=CNC1C2)CCN(C(C)C)C(C)C